25-Hydroxy-pentacosanoic acid OCCCCCCCCCCCCCCCCCCCCCCCCC(=O)O